ClC1=CN=C2N(N=C(C(=C2)C)N2CC=3C=C(C=NC3CC2)C=2C=NC(=CC2)C)C1=O 3-chloro-8-methyl-7-(3-(6-methylpyridin-3-yl)-7,8-dihydro-1,6-naphthyridin-6(5H)-yl)-4H-pyrimido[1,2-b]pyridazin-4-one